NC1=C(C=C(C2=C(C=CC=C12)Cl)Br)C(=O)C=1C2=CN(N=C2C(=CC1)F)C1OCCCC1 (1-amino-4-bromo-5-chloronaphthalen-2-yl)-[7-fluoro-2-(oxan-2-yl)indazol-4-yl]methanone